Cl[Al-](Cl)(Cl)Cl.CN1C(=[N+](C=C1)C)C 1,2,3-trimethylimidazolium tetrachloroaluminate